OCCN1N=CC(=C1)C=1C=NC2=CC=C(C=C2C1)CCN1N=C(C=CC1=O)C1=CC(=C(C(=O)NC)C=C1)C(F)(F)F 4-(1-(2-(3-(1-(2-hydroxyethyl)-1H-pyrazol-4-yl)quinolin-6-yl)ethyl)-6-oxo-1,6-dihydropyridazin-3-yl)-N-methyl-2-(trifluoromethyl)benzamide